1,2-bis(2,5-diisopropylphospholan-1-yl)ethane C(C)(C)C1P(C(CC1)C(C)C)CCP1C(CCC1C(C)C)C(C)C